tert-butyl 3-(3-(2-(3-(2-(2,6-dioxopiperidin-3-yl)-1-oxoisoindolin-5-yl)ureido)propan-2-yl)phenyl)piperidine-1-carboxylate O=C1NC(CCC1N1C(C2=CC=C(C=C2C1)NC(NC(C)(C)C=1C=C(C=CC1)C1CN(CCC1)C(=O)OC(C)(C)C)=O)=O)=O